4-(6,8-difluoro-3-quinolylamino)-2-{3-methoxy-4-[(1s,3s)-3-(dimethylamino)cyclobutoxy]phenylamino}pyrimidine FC=1C=C2C=C(C=NC2=C(C1)F)NC1=NC(=NC=C1)NC1=CC(=C(C=C1)OC1CC(C1)N(C)C)OC